[NH4+].[NH4+].CCCCCC hexane bisammonium salt